Diethyl 2-((9Z,12Z)-octadeca-9,12-dien-1-yl)malonate C(CCCCCCC\C=C/C\C=C/CCCCC)C(C(=O)OCC)C(=O)OCC